C(C)C1CNC2=NC=CC=3C=C(N1C32)C3=NC2=C(N3C)C(=CC(=C2)C=O)F [2-(11-ethyl-1,7,9-triazatricyclo[6.3.1.04,12]dodeca-2,4(12),5,7-tetraen-2-yl)-7-fluoro-1-methyl-benzimidazol-5-yl]methanone